C1(CCCCC1)S(=O)(=O)C=1C=C(C=CC1)N1N=NC(=C1)C=1C=C(C(=O)O)C=CN1 2-(1-(3-(cyclohexane-sulfonyl)phenyl)-1H-1,2,3-triazol-4-yl)isonicotinic acid